(E)-1-(chloromethyl)-6-((cyclopropanecarbonyl)imino)-4-((2-methoxy-3-(2-methyl-2H-tetrazol-5-yl)phenyl)amino)-N-(methyl-d3)-1,6-dihydropyridine-3-carboxamide ClCN/1C=C(C(=C\C1=N/C(=O)C1CC1)NC1=C(C(=CC=C1)C=1N=NN(N1)C)OC)C(=O)NC([2H])([2H])[2H]